BrC1=C(C=C2C=C(C(=NC2=C1)OC)C)F 7-bromo-6-fluoro-2-methoxy-3-methylquinoline